C(C)OC(CC1(CCC12CN(C2)C(=O)OC(C)(C)C)C[N+](=O)[O-])=O tert-butyl 7-(2-ethoxy-2-oxo-ethyl)-7-(nitromethyl)-2-azaspiro[3.3]heptane-2-carboxylate